(E)-4-(2-(7-(diphenylamino)-9-ethyl-9H-carbazol-2-yl)vinyl)-1-(3-(trimethylammonio)propyl)quinoline C1(=CC=CC=C1)N(C1=CC=C2C=3C=CC(=CC3N(C2=C1)CC)/C=C/C1=CCN(C2=CC=CC=C12)CCC[N+](C)(C)C)C1=CC=CC=C1